N1(CCCCC1)NC(=O)C1=NN(C(=C1CC)C1=CC=C(C=C1)C#CCCCC#N)C1=C(C=C(C=C1)Cl)Cl 5-[4-(5-Cyano-pent-1-ynyl)-phenyl]-1-(2,4-dichloro-phenyl)-4-ethyl-1H-pyrazole-3-carboxylic acid piperidin-1-ylamide